fluorocytidine-3'-phosphorothioate P(O)(O)(=S)O[C@H]1[C@H]([C@@](O[C@@H]1CO)(N1C(=O)N=C(N)C=C1)F)O